methyl 3-{6-chloro-2-[4-(trifluoromethyl)pyrimidin-2-yl]-2,3,4,9-tetrahydro-1H-pyrido[3,4-b]indol-1-yl}propanoate ClC=1C=C2C3=C(NC2=CC1)C(N(CC3)C3=NC=CC(=N3)C(F)(F)F)CCC(=O)OC